2-(7-(((2-(2,6-dioxopiperidin-3-yl)-7-fluoro-1-oxoisoindoline-5-yl)methyl)amino)-1-Oxoisoindolin-2-yl)-2-(5-fluoro-2-hydroxyphenyl)-N-(thiazol-2-yl)acetamide O=C1NC(CCC1N1C(C2=C(C=C(C=C2C1)CNC=1C=CC=C2CN(C(C12)=O)C(C(=O)NC=1SC=CN1)C1=C(C=CC(=C1)F)O)F)=O)=O